ClC=1C=C(C=C2C(=C(C=NC12)C#N)NC=1C=NC(=C(C1)F)F)N[C@]([2H])(C=1N=NNC1)C=1C=NC=CC1 (S)-8-chloro-4-((5,6-difluoropyridin-3-yl)amino)-6-((pyridin-3-yl(1H-1,2,3-triazol-4-yl)methyl-d)amino)quinoline-3-carbonitrile